N-methoxy-2,2-diphenylpropanamide CONC(C(C)(C1=CC=CC=C1)C1=CC=CC=C1)=O